(+/-)-trans-3-((2-(5-fluoro-1H-pyrrolo[2,3-b]pyridin-3-yl)-6-(furan-2-yl)pyrimidin-4-yl)amino)bicyclo[2.2.2]octane-2-carboxylic acid FC=1C=C2C(=NC1)NC=C2C2=NC(=CC(=N2)NC2C(C1CCC2CC1)C(=O)O)C=1OC=CC1